(2R,3R,4R,5S)-1-(6-{[3-chloro-5-(pyrimidin-2-yl)phenyl]amino}hexyl)-2-(hydroxymethyl)piperidine-3,4,5-triol ClC=1C=C(C=C(C1)C1=NC=CC=N1)NCCCCCCN1[C@@H]([C@H]([C@@H]([C@H](C1)O)O)O)CO